(4-(5,5-dimethyl-1,3,2-dioxaborolan-2-yl) benzo[b]thiophen-2-yl) carbamate C(N)(OC1=CC2=C(S1)C=CC=C2B2OC(CO2)(C)C)=O